2-(4-(adamantan-1-yl)phenyl)-4-(1-(4,6-diphenyl-1,3,5-triazin-2-yl)naphthalen-2-yl)-6-phenyl-1,3,5-triazine C12(CC3CC(CC(C1)C3)C2)C2=CC=C(C=C2)C2=NC(=NC(=N2)C2=C(C3=CC=CC=C3C=C2)C2=NC(=NC(=N2)C2=CC=CC=C2)C2=CC=CC=C2)C2=CC=CC=C2